(E)-3-fluoro-N'-(1-(pyridin-2-yl)ethylidene)benzohydrazide FC=1C=C(C(=O)N/N=C(\C)/C2=NC=CC=C2)C=CC1